(1R,2R,4S,5S,6R,7R)-N-(3,4-dichlorophenyl)-7-(2,3-difluoropyridin-4-yl)-8-oxatricyclo[3.2.1.02,4]octane-6-carboxamide ClC=1C=C(C=CC1Cl)NC(=O)[C@H]1[C@@H]2[C@H]3C[C@H]3[C@H]([C@H]1C1=C(C(=NC=C1)F)F)O2